2-(N-(piperidin-4-ylmethyl)sulfamoyl)pyridine N1CCC(CC1)CNS(=O)(=O)C1=NC=CC=C1